IC1=CC=2C=CC=CC2C=2C3=C(OC21)C=CC=C3 6-iodobenzo[b]naphtho[1,2-d]furan